C(#N)C=1C(=CC=C2C(=CN(C12)C(=O)OC(C)(C)C)B1OC(C(O1)(C)C)(C)C)F tert-butyl 7-cyano-6-fluoro-3-(4,4,5,5-tetramethyl-1,3,2-dioxaborolan-2-yl)indole-1-carboxylate